4-((2,2-difluorocyclopropyl)methyl)-2-fluoro-6-((3S)-3-methyl-4-((5-methyl-1,2,4-oxadiazol-3-yl)methyl)piperazin-1-yl)benzonitrile FC1(C(C1)CC1=CC(=C(C#N)C(=C1)N1C[C@@H](N(CC1)CC1=NOC(=N1)C)C)F)F